C1N(CC12CCOCC2)C2=CC1=C(CC[C@H](C=3N1C=CN3)NC(=O)C3=NN(C=C3)CC3=CC=CC=C3)C=C2 |r| (±)-N-(9-(7-Oxa-2-azaspiro[3.5]nonan-2-yl)-5,6-dihydro-4H-benzo[f]imidazo[1,2-a]azepin-4-yl)-1-benzyl-1H-pyrazole-3-carboxamide